diethyl 2-(5-chloro-1-(4-methoxybenzyl)-6-oxo-1,6-dihydropyridazin-4-yl)malonate ClC1=C(C=NN(C1=O)CC1=CC=C(C=C1)OC)C(C(=O)OCC)C(=O)OCC